CN1C(=O)CN=C(C2=C1C=CC(=C2)Cl)C3=CC=CC=C3F The molecule is a 1,4-benzodiazepinone, an organochlorine compound and an organofluorine compound. It has a role as an anxiolytic drug. It derives from a monofluorobenzene and a diazepam.